(Z)-3-(1-hydroxybutenyl)benzofuran-2-one magnesium salt [Mg].O\C(=C/CC)\C1C(OC2=C1C=CC=C2)=O